2-((3S,5S)-1-(3-methoxybenzyl)-5-(4-(trifluoromethyl)phenyl)piperidin-3-yl)acetic acid COC=1C=C(CN2C[C@@H](C[C@H](C2)C2=CC=C(C=C2)C(F)(F)F)CC(=O)O)C=CC1